3-bromo-1-methyl-pyrazolo[3,4-d]pyrimidine BrC1=NN(C2=NC=NC=C21)C